1,12-dodecanediic acid C(CCCCCCCCCCC(=O)O)(=O)O